(1R,2S)-2-[3-({4-[2-(2-chloro-1H-imidazol-1-yl)ethoxy]-2,6-dimethylbenzoyl}amino)-4-(Trifluoromethyl)Phenyl]Cyclopropane ClC=1N(C=CN1)CCOC1=CC(=C(C(=O)NC=2C=C(C=CC2C(F)(F)F)C2CC2)C(=C1)C)C